C1(=CC=CC=C1)[C@@]1(NCCC1)C(=O)O α-phenylproline